2-[4-[4-(2-hydroxyethoxy)-3,5-bis(phenanthren-9-yl)phenyl]sulfonyl-2,6-bis(phenanthren-9-yl)phenoxy]ethanol OCCOC1=C(C=C(C=C1C=1C2=CC=CC=C2C=2C=CC=CC2C1)S(=O)(=O)C1=CC(=C(OCCO)C(=C1)C=1C2=CC=CC=C2C=2C=CC=CC2C1)C=1C2=CC=CC=C2C=2C=CC=CC2C1)C=1C2=CC=CC=C2C=2C=CC=CC2C1